ClC=1N(C2=CC=C(C=C2C1C=O)Cl)C 2,5-dichloro-1-methyl-1H-indole-3-carbaldehyde